FC1=C(C=C2CN(C(C2=C1)=O)C1C(NC(CC1)=O)=O)CN1CCN(CC1)C1=NC(=CC=C1)C1=CN=C2N1N=C(C=C2)N2[C@H](CCC2)C2=CC(=CC=C2)F 3-(6-fluoro-5-((4-(6-(6-((R)-2-(3-fluorophenyl)pyrrolidin-1-yl)imidazo[1,2-b]pyridazin-3-yl)pyridin-2-yl)piperazin-1-yl)methyl)-1-oxoisoindolin-2-yl)piperidine-2,6-dione